N\C(=C/C(=O)OCC)\C(F)(F)F ethyl 3-amino-4,4,4-trifluorocrotonate